5-bromo-2,3-dihydro-1H-isoindole BrC=1C=C2CNCC2=CC1